3-(4-(4-((((1r,4r)-4-aminocyclohexyl)(methyl)amino)methyl)piperidin-1-yl)phenyl)piperidine-2,6-dione NC1CCC(CC1)N(C)CC1CCN(CC1)C1=CC=C(C=C1)C1C(NC(CC1)=O)=O